5-(trimethylstannyl)-[1,2,4]triazolo[1,5-a]pyridine C[Sn](C1=CC=CC=2N1N=CN2)(C)C